methyl 1-(5-ethyl-6-methoxypyridin-2-yl)-3-oxocyclobutane-1-carboxylate C(C)C=1C=CC(=NC1OC)C1(CC(C1)=O)C(=O)OC